(4R,5S,7R,8R,9S,10R)-7-(hydroxymethyl)-4-((pyridin-2-ylmethyl)amino)-9-(4-(3,4,5-trifluorophenyl)-1H-1,2,3-triazol-1-yl)-1,6-dioxaspiro[4.5]decan-8,10-diol OC[C@H]1O[C@@]2([C@@H](CCO2)NCC2=NC=CC=C2)[C@@H]([C@H]([C@H]1O)N1N=NC(=C1)C1=CC(=C(C(=C1)F)F)F)O